N2-(5-methylthiazol-2-yl)-6-(morpholinomethyl)-N4-(piperidin-3-yl)pyrimidine-2,4-diamine CC1=CN=C(S1)NC1=NC(=CC(=N1)NC1CNCCC1)CN1CCOCC1